2-(benzo[b]triphenyleno[2,3-d]thiophen-6-yl)-4,4,5,5-tetramethyl-1,3,2-dioxaborolane C1=CC=CC=2C=3C=C(C=CC3C3=CC4=C(C5=C(S4)C=CC=C5)C=C3C12)B1OC(C(O1)(C)C)(C)C